NC1=NC(=CC(=N1)C1=CCC(CC1)C[C@@H](C(=O)OCC)NC(=O)OC(C)(C)C)O[C@@H](C(F)(F)F)C1=C(C=C(C=C1)Cl)N1N=C(C=C1)C ethyl (2S)-3-(4-(2-amino-6-((R)-1-(4-chloro-2-(3-methyl-1H-pyrazole-1-yl)phenyl)-2,2,2-trifluoroethoxy)pyrimidine-4-yl)cyclohex-3-ene-1-yl)-2-((tert-butoxycarbonyl)amino)propionate